4-(1'-((5-fluoropyridin-3-yl)methyl)-1',2',3',6'-tetrahydro-[2,4'-bipyridin]-5-yl)-6-(2-hydroxy-2-methylpropoxy)pyrazolo[1,5-a]pyridine-3-carbonitrile FC=1C=C(C=NC1)CN1CCC(=CC1)C1=NC=C(C=C1)C=1C=2N(C=C(C1)OCC(C)(C)O)N=CC2C#N